Butyl 6-[5-[3-[3-[[ethyl(methyl)sulfamoyl]amino]-2,6-difluoro-benzoyl]-1H-pyrrolo[2,3-b]pyridin-5-yl]pyrimidin-2-yl]-2,6-diazaspiro[3.3]heptane-2-carboxylate C(C)N(S(=O)(=O)NC=1C(=C(C(=O)C2=CNC3=NC=C(C=C32)C=3C=NC(=NC3)N3CC2(CN(C2)C(=O)OCCCC)C3)C(=CC1)F)F)C